3-[[3-(cyclopropylsulfamoyl)-7-(2,4-dimethoxypyrimidin-5-yl)quinolin-4-yl]amino]-5-(3,5-difluorophenoxy)benzoic acid C1(CC1)NS(=O)(=O)C=1C=NC2=CC(=CC=C2C1NC=1C=C(C(=O)O)C=C(C1)OC1=CC(=CC(=C1)F)F)C=1C(=NC(=NC1)OC)OC